C(CC1=CC=CC=C1)NCC1=CC=C(C=C1)N1CCN(CC1)C(=O)[O-] 4-(4-((phenethylamino)methyl)phenyl)piperazine-1-carboxylate